N-((E)-N'-((Z)-N-((3s,5s,7s)-adamantan-1-yl)-N'-((4-(trifluoromethoxy)phenyl)sulfonyl)carbamimidoyl)carbamimidoyl)acetamide C12(CC3CC(CC(C1)C3)C2)N/C(=N/S(=O)(=O)C2=CC=C(C=C2)OC(F)(F)F)/N=C(\N)/NC(C)=O